FC=1C=C(C=CC1F)N1[C@@H]([C@H]2C([C@H]2C1=O)(C)C)C(=O)OC methyl (1R,2S,5S)-3-(3,4-difluorophenyl)-6,6-dimethyl-4-oxo-3-azabicyclo[3.1.0]hexane-2-carboxylate